chloroindenocarbazole-d13 ClC1=CC=CC=2NC3=C4C(C(C(=C3C12)[2H])([2H])[2H])(C1(C(C(C(C(C1=C4)([2H])[2H])([2H])[2H])([2H])[2H])([2H])[2H])[2H])[2H]